1-methyl-9H-carbazole-3-carbaldehyde CC1=CC(=CC=2C3=CC=CC=C3NC12)C=O